1-propylpyrazole hydrochloride Cl.C(CC)N1N=CC=C1